N4-Benzoyl-3'-O-(azidomethyl)-2'-deoxycytidine C(C1=CC=CC=C1)(=O)NC1=NC(N([C@H]2C[C@H](OCN=[N+]=[N-])[C@@H](CO)O2)C=C1)=O